2-(4-(3-cyclopropyloxy-4-methoxybenzyl)-2-(2-isopropylphenyl)piperazin-1-yl)-7-azaspiro[3.5]nonane C1(CC1)OC=1C=C(CN2CC(N(CC2)C2CC3(C2)CCNCC3)C3=C(C=CC=C3)C(C)C)C=CC1OC